chloro(cyclohexene) platinum (ii) [Pt+2].ClC1=CCCCC1